O[C@H]1CN(CCC1)C1CCN(CC1)C(=O)OCC1=CC=CC=C1 |r| rac-benzyl 3-hydroxy[1,4'-bipiperidine]-1'-carboxylate